ClC1=C(C(=C(C=C1Cl)C(C1CCN(CC1)C(=O)OC(C)(C)C)=NS(=O)C(C)(C)C)OCC=C)F tert-butyl 4-[[4,5-dichloro-3-fluoro-2-(prop-2-en-1-yloxy)phenyl][(2-methylpropane-2-sulfinyl)imino]methyl]piperidine-1-carboxylate